FC1=C(C=NC(=C1)N1CCCC1)CNC1=NC=NC(=C1)C1=CN=C2N1C=CC=C2 (4-fluoro-6-pyrrolidin-1-yl-pyridin-3-ylmethyl)-(6-imidazo[1,2-a]pyridin-3-yl-pyrimidin-4-yl)-amine